N-(6-methyl-5-(oxetan-3-yl)pyridin-3-yl)-2-oxoacetamide CC1=C(C=C(C=N1)NC(C=O)=O)C1COC1